CCCCCCCCCCCCCC.[F] fluorine tetradecane